FC1CNCC1C 3-Fluoro-4-methylpyrrolidine